ClC1=C(C=C(OCCCN2C(=CC(=C2)S(=O)(=O)CC2=CC=CC=C2)C(=O)O)C=C1C)C 1-(3-(4-Chloro-3,5-dimethylphenoxy)propyl)-4-toluenesulfonyl-1H-pyrrole-2-carboxylic acid